FC(C=1C=C(C=CC1F)N1C=C(C=2[C@H]([C@@H](CCC12)F)O)C(F)(F)F)F (4r,5r)-1-(3-(difluoromethyl)-4-fluorophenyl)-5-fluoro-3-(trifluoromethyl)-4,5,6,7-tetrahydro-1H-indol-4-ol